ClC1=C(C=CC2=C1C(=N[C@H](C=1N2N=C(N1)C(=O)N1C[C@H](CC1)F)C)C1=C(C=CC=C1F)F)Cl [(4S)-7,8-dichloro-6-(2,6-difluorophenyl)-4-methyl-4H-[1,2,4]triazolo[1,5-a][1,4]benzodiazepin-2-yl]-[(3S)-3-fluoropyrrolidin-1-yl]methanone